C(C)(C)(C)OC(NCCN(C1COCC1)C)=O (2-(Methyl-(tetrahydrofuran-3-yl)amino)ethyl)carbamic acid tert-butyl ester